COC(C1=C(C=C(C=C1)NC(=O)C=1N(C(=CN1)C=1C(=NN(C1)C1=NC=C(C=C1)CCNC(=O)OC(C)(C)C)C(F)(F)F)C)Cl)=O 4-[[5-[1-[5-[2-(tert-Butoxycarbonylamino)ethyl]-2-pyridyl]-3-(trifluoromethyl)pyrazol-4-yl]-1-methyl-imidazole-2-carbonyl]amino]-2-chloro-benzoic Acid Methyl Ester